dihydro-4'H-spiro[cyclopentane-1,5'-thieno[2,3-b]pyridine]-3-carboxylic acid methyl ester COC(=O)C1CC2(CC3=C(N=C2)SCC3)CC1